5-bromo-2-fluoro-N-(phenylcarbamoyl)-4-(trifluoromethoxy)benzamide BrC=1C(=CC(=C(C(=O)NC(NC2=CC=CC=C2)=O)C1)F)OC(F)(F)F